C(C)(C)(C)OC(NC=1SC2=C(C1C#N)C(=CC=C2F)C2=C(C=C1C=NC(=NC1=C2F)SCC)Cl)=O N-[4-(6-chloro-2-ethylsulfanyl-8-fluoro-quinazolin-7-yl)-3-cyano-7-fluoro-benzothien-2-yl]Carbamic acid tert-butyl ester